COC([C@H](CO)C(=O)OCC1=CC=CC=C1)=O.C(C)(C)(C)OOC(C)(C)C1=CC(=CC=C1)C(C)(C)OOC(C)(C)C 1,3-bis(tert-butylperoxyisopropyl)benzene (S)-methyl-2-(benzyloxycarbonyl)-3-hydroxypropionate